NC1=NC=C(C2=CC=CC(=C12)F)N1N=CC(=C1C(F)(F)F)C(=O)NC=1C=NC(=C(C1)Cl)N1N=CC=N1 1-(1-Amino-8-fluoroisochinolin-4-yl)-N-(5-chloro-6-(2H-1,2,3-triazol-2-yl)-pyridin-3-yl)-5-(trifluoromethyl)-1H-pyrazol-4-carboxamid